4-(4,4-difluoropiperidin-3-yl)-2-(1,2-dihydroxyethyl)pyridine 1-oxide FC1(C(CNCC1)C1=CC(=[N+](C=C1)[O-])C(CO)O)F